2,5-difluorobenzoic acid sodium [Na].FC1=C(C(=O)O)C=C(C=C1)F